ClC=1C2=C(N=CN1)N(C(=C2C2=NOC(=C2C(=O)OCC2=CC=CC=C2)C2CC2)C)C2CCCC2 Benzyl 3-(4-chloro-7-cyclopentyl-6-methyl-7H-pyrrolo[2,3-d]pyrimidin-5-yl)-5-cyclopropylisoxazole-4-carboxylate